2-(3-nitrophenyl)ethane-1-thiol [N+](=O)([O-])C=1C=C(C=CC1)CCS